methyl (2R,3S,5R)-2-(((6-(5-fluoro-4-methylpyrimidin-2-yl)bicyclo[4.1.0]heptan-3-yl)oxy)methyl)-5-methyl-3-(methylsulfonamido)pyrrolidine-1-carboxylate FC=1C(=NC(=NC1)C12CCC(CC2C1)OC[C@@H]1N([C@@H](C[C@@H]1NS(=O)(=O)C)C)C(=O)OC)C